CC=1C=C(C(=O)Cl)C=C(C1)C 3,5-dimethylbenzoyl chloride